6-((2,6-dimethylpyrimidin-4-yl)amino)-1-(3-methoxy-4-morpholinophenyl)-1,2-dihydro-3H-pyrazolo[4,3-c]pyridin-3-one CC1=NC(=CC(=N1)NC1=CC2=C(C=N1)C(NN2C2=CC(=C(C=C2)N2CCOCC2)OC)=O)C